Sodium (2S)-2-((S)-2-((((3-fluorobenzyl)oxy)carbonyl)amino)-4-methylpentanamido)-1-hydroxy-3-((S)-2-oxopyrrolidin-3-yl)propane-1-sulfonate FC=1C=C(COC(=O)N[C@H](C(=O)N[C@H](C(S(=O)(=O)[O-])O)C[C@H]2C(NCC2)=O)CC(C)C)C=CC1.[Na+]